N(=[N+]=[N-])C1=CC=C(C=C1)C=CC(C=CC1=CC=C(C=C1)N=[N+]=[N-])=O 1,5-bis(4-azidophenyl)-1,4-pentadien-3-one